CC1=C(C=C(C=C1)C1=C(C(=O)N)C=CC=C1C(F)(F)F)B1OC(C(O1)(C)C)(C)C (4-methyl-3-(4,4,5,5-tetramethyl-1,3,2-dioxaborolan-2-yl)phenyl)-3-(trifluoromethyl)benzamide